2-(4-(4-methylpiperazin-1-yl)phenyl)-8-(4-methylpyridin-3-yl)quinazoline-2,5-diamine CN1CCN(CC1)C1=CC=C(C=C1)C1(NC=2C(=CC=C(C2C=N1)N)C=1C=NC=CC1C)N